ClC=1C=C(C=CC1)[C@@H](CO)N1C(N2C(C1)=CC(=C2)C2=NC(=NC=C2C)NC2=CC=NN2C)=O (S)-2-(1-(3-chlorophenyl)-2-hydroxyethyl)-6-(5-methyl-2-((1-methyl-1H-pyrazol-5-yl)amino)pyrimidin-4-yl)-1H-pyrrolo[1,2-c]imidazol-3(2H)-one